O.FC=1C=NC=CC1B(O)O 3-FLUOROPYRIDINE-4-BORONIC ACID HYDRATE